(7-cyclopropyl-2-(4-((3S,4S)-3,4-dihydroxypyrrolidin-1-yl)-2-fluorophenyl)thiazolo[4,5-b]pyridin-5-yl)((R)-1-methyl-3,4-dihydroisoquinolin-2(1H)-yl)methanone C1(CC1)C1=C2C(=NC(=C1)C(=O)N1[C@@H](C3=CC=CC=C3CC1)C)N=C(S2)C2=C(C=C(C=C2)N2C[C@@H]([C@H](C2)O)O)F